OC(CN1C[C@H]([C@@H](C1)C)COC1=CC=C(C=C1)S(=O)(=O)C)C=1C=C(C#N)C=CC1 3-[1-hydroxy-2-[(3s,4s)-3-[(4-methylsulfonylphenoxy)methyl]-4-methylpyrrolidin-1-yl]ethyl]benzonitrile